BrC1=CC=C(C(=N1)C(C([2H])([2H])[2H])(OC=1C(=NC2=CC=C(C=C2C1)F)NC(OC(C)(C)C)=O)[2H])N1N=CC=C1 tert-butyl (3-(1-(6-bromo-3-(1H-pyrazol-1-yl)pyridin-2-yl)ethoxy-1,2,2,2-d4)-6-fluoroquinolin-2-yl)carbamate